8-(Hexahydro-2,5-methanopentalen-3a(1H)-yl)-3,7-dihydro-1,3-dipropyl-1H-purine-2,6-dione C1C2CC3(CC(CC13)C2)C2=NC=1N(C(N(C(C1N2)=O)CCC)=O)CCC